(1S,4S)-4-(8-((2-fluoro-5-(trifluoromethyl)phenyl)amino)-2-((4-methyltetrahydro-2H-pyran-4-yl)amino)-9H-purin-9-yl)cyclohexane-1-carboxamide FC1=C(C=C(C=C1)C(F)(F)F)NC=1N(C2=NC(=NC=C2N1)NC1(CCOCC1)C)C1CCC(CC1)C(=O)N